4-((S)-1,2-Dihydroxyethyl)-6-[4-(3-trifluoromethoxy-phenoxy)phenyl]-pyridine-2-carboxylic acid amide O[C@H](CO)C1=CC(=NC(=C1)C1=CC=C(C=C1)OC1=CC(=CC=C1)OC(F)(F)F)C(=O)N